C(OC=1C=C2C=CC(=CC2=CC1)C(=O)O)COC=1C=C2C=CC(=CC2=CC1)C(=O)O 6,6'-(ethylenedioxy)di-2-naphthoic acid